FC1=CC=C(C=C1)C=1N=C2N(C(C1)=O)C=C(C=C2C(C)NC2=C(C(=O)O)C=CC=C2)C 2-((1-(2-(4-fluorophenyl)-7-methyl-4-oxo-4H-pyrido[1,2-a]pyrimidin-9-yl)ethyl)amino)benzoic acid